CC1=C(C=C(C(=C1)SC1=CC(=CC=C1)OCC(C(F)F)(F)F)C)N=CN(C)CC N'-(2,5-dimethyl-4-{[3-(2,2,3,3-tetrafluoropropoxy)phenyl]sulfanyl}phenyl)-N-ethyl-N-methyl-imidoformamide